C(CCCCC(=O)NC1=C2CN(C(C2=CC=C1)=O)C1C(N(C(CC1)=O)C(=O)OC(C)(C)C)=O)(=O)NC1=C2CN(C(C2=CC=C1)=O)C1C(N(C(CC1)=O)C(=O)OC(C)(C)C)=O Di-tert-butyl 3,3'-((adipoylbis(azanediyl))bis(1-oxoisoindoline-4,2-diyl))bis(2,6-dioxopiperidine-1-carboxylate)